N-(5-{2-[4-(2,2,2-trifluoroethoxy)phenoxy]ethyl}-1H-indol-3-yl)acetamide FC(COC1=CC=C(OCCC=2C=C3C(=CNC3=CC2)NC(C)=O)C=C1)(F)F